tetrahydrofuran-3-yl 2-(2-methoxyethoxy)acetate COCCOCC(=O)OC1COCC1